C1=CC=C2C(=C1)N=NN2CCOC3=NC(=C4C(=N3)N(C=N4)[C@H]5[C@@H]([C@@H]([C@H](O5)CO)O)O)N 2-(3''''-(Benzotriazole-1''''-yl)ethyloxy)adenosine